3-tert-butyl-1-[(2R)-2-methyl-3-oxo-4-[(1R)-1-[2-(trifluoromethyl)pyrimidin-4-yl]ethyl]-2H-1,4-benzoxazin-7-yl]urea C(C)(C)(C)NC(NC1=CC2=C(N(C([C@H](O2)C)=O)[C@H](C)C2=NC(=NC=C2)C(F)(F)F)C=C1)=O